CC1=C(C2=CC=CC=C2C=C1)S(=O)(=O)O.[Na] sodium methylnaphthalenesulfonic acid